(P)-perfluorophenyl-1-(4-bromo-5-chloro-2-methoxyphenyl)-2-oxo-1,2-dihydroquinoline-6-sulfonate FC1=C(C(N(C2=C(C(=C(C(=C12)F)S(=O)(=O)[O-])F)F)C1=C(C(=C(C(=C1F)Cl)Br)F)OC(F)(F)F)=O)C1=C(C(=C(C(=C1F)F)F)F)F